FC1(CCN(CC1)C12CC(C1)(C2)N2C(=NC(=C2)I)C=O)F 1-(3-(4,4-difluoropiperidin-1-yl)bicyclo[1.1.1]pentan-1-yl)-4-iodo-1H-imidazole-2-carbaldehyde